7-[5-(5-{2,7-diazaspiro[3.5]nonan-2-yl}1,3,4-thiadiazol-2-yl)-4-(oxan-4-ylamino)pyridin-2-yl]pyrrolo[1,2-b]pyridazine-3-carbonitrile C1N(CC12CCNCC2)C2=NN=C(S2)C=2C(=CC(=NC2)C2=CC=C1N2N=CC(=C1)C#N)NC1CCOCC1